N1C=C(C2=CC=CC=C12)CCC(=O)O[C@H]1[C@@H](OC([C@@H]([C@@H]1OC(CCC1=CNC2=CC=CC=C12)=O)OC(CCC1=CNC2=CC=CC=C12)=O)OC(CCC1=CNC2=CC=CC=C12)=O)C [(2S,3S,4R,5R)-4,5,6-tris[3-(1H-indol-3-yl)propanoyloxy]-2-methyl-tetrahydropyran-3-yl] 3-(1H-indol-3-yl)propanoate